N-((3-phenylbicyclo[1.1.1]pentan-1-yl)methyl)pyrazine-2-carboxamide C1(=CC=CC=C1)C12CC(C1)(C2)CNC(=O)C2=NC=CN=C2